methyl 5-amino-6-(benzyloxy)pyrazine-2-carboxylate NC=1N=CC(=NC1OCC1=CC=CC=C1)C(=O)OC